N1=CC(=CC=C1)OC(CCC(=O)C=1SC=C(C1)C1=CNC2=CC=CC=C12)=O 4-(4-(1H-indol-3-yl)thiophen-2-yl)-4-oxobutanoic acid (pyridin-3-yl) ester